NCC1=C(C=CC=C1)C1=CC(N(C=N1)CC1(C(CN(CC1)C([C@@H](CC1CCCCC1)C)=O)(C)C)O)=O 6-(2-(aminomethyl)phenyl)-3-((1-((R)-3-cyclohexyl-2-methylpropanoyl)-4-hydroxy-3,3-dimethylpiperidin-4-yl)methyl)pyrimidin-4(3H)-one